BrC=1C=C(C=CC1F)NC(=NO)C1=NON=C1NCCS(NC(C)C)(=O)=O N-(3-bromo-4-fluorophenyl)-N'-hydroxyl-4-((2-(isopropylsulfamoyl)ethyl)-amino)-1,2,5-oxadiazol-3-formamidine